3-[(4-bromophenyl)carbamoyl]spiro[bicyclo[2.2.1]heptane-7,1'-cyclopropane] BrC1=CC=C(C=C1)NC(=O)C1CC2CCC1C21CC1